CC1=CC=C(CNC(=O)[C@H]2N3C4=C(C=CC=C4C2)CC[C@@H](C3=O)NC([C@H]([C@H](CC)C)NC(COCCF)=O)=O)C=C1 (2S,5S)-5-{(2S,3S)-2-[2-(2-Fluoro-ethoxy)-acetylamino]-3-methyl-pentanoylamino}-4-oxo-1,2,4,5,6,7-hexahydro-azepino[3,2,1-hi]indole-2-carboxylic acid 4-methyl-benzylamide